C(C)(C)(C)OC(=O)N1CC2(C1)CN(C2)C2=NC(=C(C(=N2)N[C@H](C)C2=C(C=C(C=C2)Cl)Cl)Cl)C (R)-6-(5-chloro-4-((1-(2,4-dichlorophenyl)ethyl)amino)-6-methylpyrimidin-2-yl)-2,6-diazaspiro[3.3]heptane-2-carboxylic acid tert-butyl ester